3-(4-(trifluoromethyl)phenyl)thiourea FC(C1=CC=C(C=C1)NC(N)=S)(F)F